C1(CC1)C1C(C1)C=1C=CC(=C(OC(C(=O)[O-])=COC)C1)C 5-(2-cyclopropylcyclopropyl)-2-methyl-phenoxyl-3-methoxy-prop-2-enoate